(R)-4-Cyano-4-methyl-N-((4-(6-methyl-5-oxo-3,4,5,6-tetrahydro-2,6-naphthyridin-2(1H)-yl)pyridin-2-yl)methyl)isochromane-6-carboxamide C(#N)[C@@]1(COCC2=CC=C(C=C12)C(=O)NCC1=NC=CC(=C1)N1CC=2C=CN(C(C2CC1)=O)C)C